ClC=1C=C(C=CC1)C=1OC(=C(N1)C)C1=NN(C(C=C1)=O)CC(=O)NCC 2-(3-(2-(3-chlorophenyl)-4-methyloxazol-5-yl)-6-oxopyridazin-1(6H)-yl)-N-ethylacetamide